C(C)OC(CCCCCCCCCCC\C=C/CCO)OCC (3Z)-16,16-diethoxy-3-hexadecen-1-ol